CN1S(C2=C(N(CC1)C)C=CC(=C2)NC(CN2N=CC(=CC2=O)F)=O)(=O)=O N-(2,5-dimethyl-1,1-dioxido-2,3,4,5-tetrahydrobenzo[f][1,2,5]thiadiazepin-8-yl)-2-(4-fluoro-6-oxopyridazin-1(6H)-yl)acetamide